COC1=C(C=CC=C1)C1=CC=C(S1)N 5-(2-methoxyphenyl)thiophen-2-amine